6-Bromo-1',3'-dihydro-1',3',3'-trimethyl-8-nitrospiro[2H-1-benzopyran-2,2'-(2H)-indole] BrC=1C=C(C2=C(C=CC3(N(C4=CC=CC=C4C3(C)C)C)O2)C1)[N+](=O)[O-]